2,5-bis(2-octyldodecyl)-8,12-bis(thiophen-2-yl)-[1,2,5]thiadiazolo[3,4-i]dithieno[3,2-a:2',3'-C]phenazine C(CCCCCCC)C(CC1=CC2=C(C3=C(C4=NC5=C(C=6C(C(=C5N=C24)C=2SC=CC2)=NSN6)C=6SC=CC6)C=C(S3)CC(CCCCCCCCCC)CCCCCCCC)S1)CCCCCCCCCC